tert-butyl 4-((1R,2S)-2-(hydroxymethyl)cyclopropyl)piperidine-1-carboxylate OC[C@@H]1[C@H](C1)C1CCN(CC1)C(=O)OC(C)(C)C